CS(=O)(=O)C(C)C1=C(SC2=C1N=CN=C2)C(=O)N 7-(1-(methylsulfonyl)ethyl)thieno[3,2-d]pyrimidine-6-carboxamide